2-(3-(trifluoromethyl)phenyl)pyrimidin-4-amine FC(C=1C=C(C=CC1)C1=NC=CC(=N1)N)(F)F